ethyl 1-[3-[3-[4-(cyclopropylcarbamoyl)-3-(difluoromethoxy)-5-methoxy-phenyl]imidazo[1,2-a]pyridin-7-yl]oxypropyl]-4-phenyl-piperidine-4-carboxylate C1(CC1)NC(=O)C1=C(C=C(C=C1OC)C1=CN=C2N1C=CC(=C2)OCCCN2CCC(CC2)(C(=O)OCC)C2=CC=CC=C2)OC(F)F